NCC1=C(C=CC=C1Cl)N1N=C(C=C1)C(C)(C)O 2-[1-[2-(aminomethyl)-3-chloro-phenyl]pyrazol-3-yl]propan-2-ol